IC1=CC(=C(C(=O)O)C=C1)N1C[C@@H]2CC[C@H](C1)C21CC1 4-iodo-2-((1R,5S)-3-azaspiro[bicyclo[3.2.1]octane-8,1'-cyclopropan]-3-yl)benzoic acid